5-chloro-6-methyl-2-(6-azaspiro[2.5]octan-6-yl)nicotinic acid ClC=1C(=NC(=C(C(=O)O)C1)N1CCC2(CC2)CC1)C